5-chloro-N-(3-chloro-1-(1-(cyclopropylsulfonyl)piperidin-4-yl)-1H-pyrazol-4-yl)-7-ethyl-7H-pyrrolo[2,3-d]pyrimidin-2-amine ClC1=CN(C=2N=C(N=CC21)NC=2C(=NN(C2)C2CCN(CC2)S(=O)(=O)C2CC2)Cl)CC